tert-butyl (3S,5S)-3-{[8-carbamoyl-6-(5-cyano-1-methyl-1H-pyrrol-3-yl) pyrido[3,2-d]pyrimidin-4-yl] amino}-5-fluoropiperidine-1-carboxylate C(N)(=O)C1=CC(=NC2=C1N=CN=C2N[C@@H]2CN(C[C@H](C2)F)C(=O)OC(C)(C)C)C2=CN(C(=C2)C#N)C